ClC1=C(C=NN1C)NC(=O)C=1C=NC(=NC1)C1CC1 N-(5-chloro-1-methyl-1H-pyrazol-4-yl)-2-cyclopropylpyrimidine-5-carboxamide